(R)-2-(((2R,3R,4s,5R,6s)-3-hydroxy-2-(hydroxymethyl)-4-(4-(3,4,5-trifluorophenyl)-1H-1,2,3-triazol-1-yl)-1,7-dioxaspiro[5.5]undecan-5-yl)oxy)propionic acid O[C@H]1[C@H](O[C@@]2([C@@H]([C@H]1N1N=NC(=C1)C1=CC(=C(C(=C1)F)F)F)O[C@@H](C(=O)O)C)OCCCC2)CO